C(C)(C)(C)[S@@](=O)\N=C/1\C2(CN3C1=NN=C3)CCN(CC2)C(=O)OC(C)(C)C tert-butyl (R,Z)-7'-((tert-butylsulfinyl)imino)-5'H,7'H-spiro[piperidine-4,6'-pyrrolo[2,1-c][1,2,4]triazole]-1-carboxylate